C(=C)C1=CC=C(C=C1)N(C1=CC2=C([C@@H](CCO2)CNC=2C=NC=CC2C(=O)O)C=C1)C 3-({[(4R)-7-[(4-vinylphenyl)(methyl)amino]-3,4-dihydro-2H-1-benzopyran-4-yl]methyl}amino)pyridine-4-carboxylic acid